octadeca-9,12-dienamide C(CCCCCCCC=CCC=CCCCCC)(=O)N